benzyl 8-chloro-2-oxa-6-azabicyclo[5.1.0]octane-6-carboxylate ClC1C2N(CCCOC12)C(=O)OCC1=CC=CC=C1